1-methyl-3-((4-(4,4,5,5-tetramethyl-1,3,2-dioxaborolan-2-yl)phenoxy)methyl)-1H-pyrazole CN1N=C(C=C1)COC1=CC=C(C=C1)B1OC(C(O1)(C)C)(C)C